4-((t-butoxycarbonyl)amino)-2-methylpentanoic acid C(C)(C)(C)OC(=O)NC(CC(C(=O)O)C)C